(S)-N-(6-(2-chloro-5-fluorophenyl)-2-methyl-8-oxo-3-(2,2,2-trifluoroethyl)-2,6,7,8-tetrahydropyrrolo[3,4-g]indazol-5-yl)-3-fluoro-5-(trifluoromethyl)benzamide ClC1=C(C=C(C=C1)F)[C@H]1NC(C2=C1C(=CC1=C(N(N=C21)C)CC(F)(F)F)NC(C2=CC(=CC(=C2)C(F)(F)F)F)=O)=O